C(C)OC1CC(C1)N1N=C(C(=C1)NC(=O)C=1N=C(SC1)C=1C=NN(C1)COP(=O)(O)O)C1=NC=CC=C1F.NC1=NC=C(C=C1)[N+](=O)[O-] 2-amino-5-nitropyridine (4-(4-((1-((1s,3s)-3-ethoxycyclobutyl)-3-(3-fluoropyridin-2-yl)-1H-pyrazol-4-yl)carbamoyl)thiazol-2-yl)-1H-pyrazol-1-yl)methyl-dihydrogenphosphate